(2S,3S,4R,5R,6S)-2-ethoxy-6-(((4-hydroxy-benzyl)oxy)methyl)tetrahydro-2H-pyran-3,4,5-triol C(C)O[C@H]1O[C@H]([C@@H]([C@H]([C@@H]1O)O)O)COCC1=CC=C(C=C1)O